3-(trifluoromethyl)indole-2,2-d2-3-ol FC(C1(C(NC2=CC=CC=C12)([2H])[2H])O)(F)F